ClC1=CC=C(C=C1)C1C(CC=CC1)[N+](=O)[O-] 4'-chloro-2-nitro-1,2,3,6-tetrahydro-1,1'-biphenyl